methyl 3-(3-amino-2,6-difluorophenyl)-2-methoxyimidazo[1,5-a]pyrimidine-8-carboxylate NC=1C(=C(C(=CC1)F)C=1C(=NC=2N(C1)C=NC2C(=O)OC)OC)F